5-ethoxy-2-fluoro-4-((pyrrolidin-1-ylsulfonyl)carbamoyl)benzoic acid C(C)OC=1C(=CC(=C(C(=O)O)C1)F)C(NS(=O)(=O)N1CCCC1)=O